6-(4-methoxybenzyl)-2-(2-methoxyethyl)-8-(morpholin-4-yl)-2,6-dihydroimidazo[1,2-c]pyrido[2,3-e]pyrimidin-5(3H)-one COC1=CC=C(CN2C(N3C(C4=C2C=C(C=N4)N4CCOCC4)=NC(C3)CCOC)=O)C=C1